COC1=NC=C(C=N1)N(C(=O)NC=1C=NC(=NC1)SC)CC1=NNC(=C1)C(F)(F)F 1-(2-methoxypyrimidin-5-yl)-3-(2-(methylthio)pyrimidin-5-yl)-1-((5-(trifluoromethyl)-1H-pyrazol-3-yl)methyl)urea